CN(C)CC1=CC(=NN1C(C)C)S(=O)(=O)N 5-((dimethylamino)methyl)-1-isopropyl-1H-pyrazole-3-sulfonamide